ClC=1C=CC=C2C=CC(=NC12)N(C1=CC=C(C=C1)OC(F)(F)F)C 8-chloro-N-methyl-N-(4-(trifluoromethoxy)phenyl)quinolin-2-amine